FC1=CC=C(C=C1)C(N1C[C@@H](N(C[C@H]1C)C1=C(C(N(C=2C=CC(=NC12)C#N)C)=O)C1CC1)C)C1=CC=C(C=C1)F 8-((2s,5r)-4-(bis(4-fluorophenyl)methyl)-2,5-dimethylpiperazin-1-yl)-7-cyclopropyl-5-methyl-6-oxo-5,6-dihydro-1,5-naphthyridine-2-carbonitrile